FC(C=1C(=C(C=CC1)[C@@H](C)NC(=O)C1=CN(C(C=C1NC1CCN(CC1)C)=O)C1(CCC1)C(F)(F)F)F)F (R)-N-(1-(3-(difluoromethyl)-2-fluorophenyl)ethyl)-4-((1-methylpiperidin-4-yl)amino)-6-oxo-1-(1-(trifluoromethyl)cyclobutyl)-1,6-dihydropyridine-3-carboxamide